palmitoleyl alcohol C(CCCCCCC\C=C/CCCCCC)O